NC1=NC=NC2=C1C1=C(CNC(N3C1=CC=1C=CC=CC31)=O)N2C(C)C 1-amino-5-isopropyl-6,7-dihydropyrimido[5'',4'':4',5']pyrrolo[2',3':5,6][1,3]diazepino[1,7-a]indol-8(5H)-one